C(C)(C)(C)C1=C(C=CC(=C1)C(C)(C)C)O 2,4-Di-tert.-Butylphenol